C(#N)C(C(=O)OCC)C=1C=C(C(=NC1)C(=O)OC)S(=O)(=O)CC methyl 5-(1-cyano-2-ethoxy-2-oxo-ethyl)-3-ethylsulfonyl-pyridine-2-carboxylate